C1(OCCC2=CC=CC=C12)C(=O)N isochroman-1-amide